(Z)-N-hydroxy-1-(o-tolyl)cyclopropane-1-carboximidamide ON\C(=N/[H])\C1(CC1)C1=C(C=CC=C1)C